N-(6-amino-2,2-difluoro-1,3-benzodioxol-5-yl)-5-(1-cyanocyclopropyl)-3-ethylsulfanyl-pyridine-2-carboxamide NC=1C(=CC2=C(OC(O2)(F)F)C1)NC(=O)C1=NC=C(C=C1SCC)C1(CC1)C#N